4-(3-hydroxy-1-(7-((4-(methylsulfonyl)phenyl)amino)-2,6-naphthyridin-1-yl)piperidin-4-yl)benzonitrile OC1CN(CCC1C1=CC=C(C#N)C=C1)C1=NC=CC2=CN=C(C=C12)NC1=CC=C(C=C1)S(=O)(=O)C